[N+](=O)([O-])C1=CC=C(C=C1)N1C[C@@H]2C([C@@H]2C1)CN1CCC(CC1)N 1-(((1R,5S,6s)-3-(4-nitrophenyl)-3-azabicyclo[3.1.0]hexan-6-yl)methyl)piperidin-4-amine